C(CCC\C=C/CC)O (Z)-5-octen-1-ol